CC1=NC(=CC=C1C#C[C@H]1[C@@H](C1)C(=O)O)C=1N=NN(C1NC(=O)O[C@H](C)CCC)C trans-2-((2-methyl-6-(1-methyl-5-(((((R)-pentan-2-yl)oxy)carbonyl)amino)-1H-1,2,3-triazol-4-yl)pyridin-3-yl)ethynyl)cyclopropane-1-carboxylic acid